CC1=C(OC(C(=O)O)(C)C)C(=CC(=C1)C([2H])([2H])N1N=CN(C1=O)C1=CC=C(C=C1)C(F)(F)F)C 2-(2,6-Dimethyl-4-((5-oxo-4-(4-(trifluoromethyl)phenyl)-4,5-dihydro-1H-1,2,4-triazol-1-yl)methyl-d2)phenoxy)-2-methylpropionic acid